C(=C)N1C(C1C(CCC)C)=O N-vinyl-3-methyl-2-caprolactam